ClC1=CC(=C(C=C1)C=1C=2N(N=C(C1)C1CC(OCC1)C1=CNC(C=C1)=O)C(C(=C(N2)C)C)=O)F Racemic-9-(4-chloro-2-fluoro-phenyl)-2,3-dimethyl-7-[2-(6-oxo-1H-pyridin-3-yl)tetrahydropyran-4-yl]pyrimido[1,2-b]pyridazin-4-one